FC(C)(F)C=1C=C(C(=O)NC2(C(=NN(C2=O)C2=CC=C(C=C2)OC(F)F)C)C)C=CC1 3-(1,1-difluoroethyl)-N-(1-(4-(difluoromethoxy)phenyl)-3,4-dimethyl-5-oxo-4,5-dihydro-1H-pyrazol-4-yl)benzamide